N-(4-chlorophenyl)-8-cyano-N-methyl-imidazo[1,2-a]pyridine-6-carboxamide ClC1=CC=C(C=C1)N(C(=O)C=1C=C(C=2N(C1)C=CN2)C#N)C